2-cyclohexanetetraacetic acid disodium salt [Na+].[Na+].C1(C(CCCC1)(CC(=O)[O-])CC(=O)O)(CC(=O)[O-])CC(=O)O